[O-2].[O-2].[Ce+3].[Ni+2] nickel-cerium dioxide